O=C(CC1CC(NC1)C(=O)O)NC1=CC=C(C=C1)C(F)(F)F 4-(2-oxo-2-((4-(trifluoromethyl)phenyl)amino)ethyl)pyrrolidine-2-carboxylic acid